(S)-7-(4-(4,5-difluoro-2-((3-fluorooxetan-3-yl)methoxy)phenyl)piperidin-1-yl)-2-(oxazol-2-yl)-5-oxa-2-azaspiro[3.4]octane FC1=CC(=C(C=C1F)C1CCN(CC1)[C@@H]1COC2(CN(C2)C=2OC=CN2)C1)OCC1(COC1)F